[N+](=O)([O-])C1=CC=C(C=C1)N1CCC(CC1)N1CCC2(CCN(CC2)C=2C=C3C=NNC(C3=CC2)=O)CC1 6-(9-(1-(4-nitrophenyl)piperidin-4-yl)-3,9-diazaspiro[5.5]undecan-3-yl)phthalazin-1(2H)-one